tert-butyl 6,7-bis(2-hydroxyethylsulfanyl)-5,8-dioxo-2,3-dihydro-1H-pyrazolo[1,2-a]pyridazine-2-carboxylate OCCSC=1C(N2N(C(C1SCCO)=O)CC(C2)C(=O)OC(C)(C)C)=O